NC(CC(=O)O)C(NC(C)CCCCC)=O 3-Amino-3-[(heptan-2-yl)carbamoyl]propanoic acid